N6-{N-[(1r,4S)-4-(aminomethyl)cyclohexane-1-carbonyl]-3,4,5-trifluoro-L-phenylalanyl}-N2-{[(1S)-1,3-dicarboxypropyl]carbamoyl}-L-lysine NCC1CCC(CC1)C(=O)N[C@@H](CC1=CC(=C(C(=C1)F)F)F)C(=O)NCCCC[C@H](NC(N[C@@H](CCC(=O)O)C(=O)O)=O)C(=O)O